C(C#C)C(C(=O)NCCOC1=NC=CN=C1NC1=CC=C(C=C1)C(F)(F)F)=C (prop-2-yn-1-yl)-N-{2-[(3-{[4-(trifluoromethyl)phenyl]amino}pyrazin-2-yl)oxy]ethyl}prop-2-enamide